1-(7-methyl-2-(1-methyl-1H-pyrazol-5-yl)-3-(4-(4-(oxetan-3-yl)piperazin-1-yl)phenyl)quinolin-5-yl)ethan-1-one CC1=CC(=C2C=C(C(=NC2=C1)C1=CC=NN1C)C1=CC=C(C=C1)N1CCN(CC1)C1COC1)C(C)=O